N1C(=NC2=C1C=CC=C2)C=2C=C(C=CC2)NC(C2=CC(=C(C=C2)OCC2=CC=C(C=C2)Cl)OCC)=O N-[3-(1H-1,3-benzodiazol-2-yl)phenyl]-4-[(4-chlorophenyl)methoxy]-3-ethoxybenzamide